O=C[C@@H](O)[C@@H](O)[C@H](O)C(=O)OC methyl lyxuronate